1-((S)-2-aminopropyl)-2-oxapiperidine-3-carboxylic acid methyl ester COC(=O)C1ON(CCC1)C[C@H](C)N